amino-cyclobutanol NC1(CCC1)O